N1(N=CC=C1)CC1=CC2=C(C(=NO2)NS(=O)(=O)C2=C(C=C(C=C2)CO)OC)C(=C1)OC N-(6-((1H-pyrazol-1-yl)methyl)-4-methoxybenzo[d]isoxazol-3-yl)-4-(hydroxymethyl)-2-methoxybenzenesulfonamide